(6-(2-chloro-5-fluorophenyl)-3-(cyanomethyl)-2-methyl-8-oxo-2,6,7,8-tetrahydropyrrolo[3,4-g]indazol-5-yl)-3-fluoro-5-(trifluoromethyl)benzamide ClC1=C(C=C(C=C1)F)C1NC(C2=C1C(=CC1=C(N(N=C21)C)CC#N)C2=C(C(=O)N)C=C(C=C2F)C(F)(F)F)=O